5-((R)-2-(5-fluoro-2-(trifluoromethyl)phenyl)pyrrolidin-1-yl-pyrazolo[1,5-a]pyrimidin-3-yl)-3-hydroxypyrrolidine-1-carboxamide FC=1C=CC(=C(C1)[C@@H]1N(CCC1)C1=NN2C(N=CC=C2)=C1C1CC(CN1C(=O)N)O)C(F)(F)F